N-(1''-(4-(cyclopentyl(hydroxy)methyl)thiophene-2-carbonyl)dispiro[cyclopropane-1,1'-cyclohexane-4',3''-indolin]-5''-yl)methanesulfonamide C1(CCCC1)C(C=1C=C(SC1)C(=O)N1CC2(C3=CC(=CC=C13)NS(=O)(=O)C)CCC1(CC2)CC1)O